p-trifluoromethylpyridinium triflate [O-]S(=O)(=O)C(F)(F)F.FC(C1=CC=[NH+]C=C1)(F)F